CNCCC1=CC2=C(N=CN=C2C=2C=NC(=CC2)N2CC3N(C(C2)C3)CC3=C(C=CC(=C3)F)O)N1 n-methyl-2-(4-(6-(6-(5-fluoro-2-hydroxybenzyl)-3,6-diazabicyclo[3.1.1]heptan-3-yl)pyridin-3-yl)-7H-pyrrolo[2,3-d]pyrimidin-6-yl)ethylamine